CN1N=C(C(=C1C)C1=NC=2C(=NC=CC2C=2C=CC3=C(CCCCC3NC(=O)C3=NC(=NO3)C3(CC3)C)C2)N1)C 3-(1-Methyl-cyclopropyl)-[1,2,4]oxadiazole-5-carboxylic acid {2-[2-(1,3,5-trimethyl-1H-pyrazol-4-yl)-3H-imidazo[4,5-b]pyridin-7-yl]-6,7,8,9-tetrahydro-5H-benzocyclohepten-5-yl}-amide